7-(2-(6-(Trifluoromethyl)imidazo[1,2-a]pyrazin-3-yl)pyrimidin-4-yl)-2,7-diazaspiro[4.5]decan-1-one FC(C=1N=CC=2N(C1)C(=CN2)C2=NC=CC(=N2)N2CC1(CCNC1=O)CCC2)(F)F